ethoxy(2,2,2-trifluoroethoxy)ethane C(C)OC(C)OCC(F)(F)F